NC1=C2C(=NC=N1)N(N=C2C2=CC(=CC=C2)OC)CC=2OC1=CC=CC=C1C(C2C2=CC(=CC=C2)F)=O 2-((4-Amino-3-(3-methoxyphenyl)-1H-pyrazolo[3,4-d]pyrimidin-1-yl)methyl)-3-(3-fluorophenyl)-4H-chromen-4-one